FC1=C(C=CC(=C1)[C@@]1(C(NC2=C(C=CC=C12)C(F)(F)F)=O)C1=CC=C(C=C1)OC(F)(F)F)B(O)O (S)-(2-fluoro-4-(2-oxo-3-(4-(trifluoromethoxy)phenyl)-7-(trifluoromethyl)indolin-3-yl)phenyl)boronic acid